BrC1=CN=C(S1)[C@H]1N([C@@H](CC2=C1NC1=CC=CC=C21)C)CC(F)(F)F 5-bromo-2-((1S,3R)-3-methyl-2-(2,2,2-trifluoroethyl)-2,3,4,9-tetrahydro-1H-pyrido[3,4-b]indol-1-yl)thiazole